O[C@@H](C(=O)N1CC2(CC2)C[C@H]1C(=O)N[C@@H](C[C@H]1C(NCC1)=O)C(COC(F)(F)F)=O)C1=CC=CC=C1 (S)-5-((R)-2-hydroxy-2-phenylacetyl)-N-((S)-3-oxo-1-((S)-2-oxopyrrolidin-3-yl)-4-(trifluoromethoxy)butan-2-yl)-5-azaspiro[2.4]-heptane-6-carboxamide